O1C(=CC=C1)C=1OC2N=C(N=C(C2N1)N)S(=O)(=O)C 2-(furan-2-yl)-5-(methylsulfonyl)-3a,7a-dihydro-oxazolo[5,4-d]pyrimidin-7-amine